B(F)(F)F.C1(=CC=CC=C1)COCC(/C=C/[K])(F)F (E)-(4-(phenylmethyloxy)-3,3-difluorobut-1-en-1-yl)potassium trifluoroborate